o-pyridinealdehyde N1=C(C=CC=C1)C=O